ClC=1C(=C2C=NNC2=C(C1F)NC(C)C)C=1N=CC=2N(C1)C=C(N2)NC(=O)[C@H]2[C@H](C2)C(=O)N (1r,2s)-N1-(6-(5-chloro-6-fluoro-7-(isopropylamino)-1H-indazol-4-yl)imidazo[1,2-a]pyrazin-2-yl)cyclopropane-1,2-dicarboxamide